4-(methylthio)butan-1-amine CSCCCCN